The molecule is a tricarboxylic acid trianion obtained by deprotonation of the three carboxy groups of cis-dihomoaconitic acid; major species at pH 7.3. It is a conjugate base of a cis-dihomoaconitic acid. C(C/C(=C/C(=O)[O-])/C(=O)[O-])CC(=O)[O-]